cobalt (III) tris(bis(trifluoromethylsulfonyl) imide) [N-](S(=O)(=O)C(F)(F)F)S(=O)(=O)C(F)(F)F.[N-](S(=O)(=O)C(F)(F)F)S(=O)(=O)C(F)(F)F.[N-](S(=O)(=O)C(F)(F)F)S(=O)(=O)C(F)(F)F.[Co+3]